COC(=O)[C@@H]1CC[C@H](CC1)CN1C=CC2=NC=C(C=C21)O.BrC=2C(=NC=CC2)CBr 3-Bromo-2-(bromomethyl)pyridine methyl-trans-4-[(6-hydroxypyrrolo[3,2-b]pyridin-1-yl)methyl]cyclohexanecarboxylate